C(C=C)(=O)OCCC1=CC=C(C=C1)C1=CC=CC=C1 2-(4-phenylphenyl)-ethyl acrylate